F[C@H](CC1=CC=C(C=C1)OC)O (R)-alpha-fluoro-4-methoxyphenethyl alcohol